CSC1=NC=C(C(=N1)NC1CCOCC1)C(=O)O 2-(methylsulfanyl)-4-((tetrahydro-2H-pyran-4-yl)amino)pyrimidine-5-carboxylic acid